ethyl 4-hydroxynicotinate OC1=CC=NC=C1C(=O)OCC